BrC=1C(=C(C(=NC1C(F)F)C1=CC=C(CC=2C(=C(C(=O)N)C=C(C2)F)OC)C=C1)C#N)O (4-(5-bromo-3-cyano-6-(difluoromethyl)-4-hydroxypyridin-2-yl)benzyl)-5-fluoro-2-methoxybenzamide